2-(4-methoxy-1H-indol-3-yl)ethan-1-ol COC1=C2C(=CNC2=CC=C1)CCO